(S)-2-((R)-3-(5-((R)-1-amino-2,2-difluoroethyl)-6-oxo-1,6-dihydropyridin-3-yl)-4,4-difluoropiperidin-1-yl)-N-(2,2-difluoro-[1,3]dioxolo[4',5':4,5]benzo[1,2-d]thiazol-6-yl)propanamide N[C@@H](C(F)F)C1=CC(=CNC1=O)[C@@H]1CN(CCC1(F)F)[C@H](C(=O)NC=1SC2=C(N1)C=C1C(=C2)OC(O1)(F)F)C